2-(7-(5-hydroxypentyl)-2,7-diazaspiro[4.4]nonan-2-yl)propane-1,3-diyl bis(2-hexyldecanoate) C(CCCCC)C(C(=O)OCC(COC(C(CCCCCCCC)CCCCCC)=O)N1CC2(CC1)CN(CC2)CCCCCO)CCCCCCCC